C1=CC=CC=2C3=CC=CC=C3C(C12)COC(=O)N[C@@H](CCCCNC(=O)OC(C)(C)C)C(=O)NCC(=O)O (((9H-fluoren-9-yl)methoxy)carbonyl)-N6-(tert-butoxycarbonyl)-L-lysylglycine